8-nitro-2-oxo-3,4-dihydro-1H-quinoline-6-carboxylic acid ethyl ester C(C)OC(=O)C=1C=C2CCC(NC2=C(C1)[N+](=O)[O-])=O